BrC1=C(C=C(C=C1)Cl)C=1N=CN(C(C1Cl)=O)[C@H]1CCC[C@H](C(NC=2C=NN(C2C=2C=CN=C1C2)C)=O)C (9R,13S)-13-[4-(2-bromo-5-chlorophenyl)-5-chloro-6-oxo-1,6-dihydropyrimidin-1-yl]-3,9-dimethyl-3,4,7,15-tetraazatricyclo[12.3.1.02,6]octadeca-1(18),2(6),4,14,16-pentaen-8-one